COC(=O)C=1SC(=CC1O)C(=O)OC.OC1=C(SC(=C1[N+](=O)[O-])C(=O)OC)C(=O)OC dimethyl 3-hydroxy-4-nitrothiophene-2,5-dicarboxylate Dimethyl-3-hydroxythiophene-2,5-dicarboxylate